4-((1H-Indazol-5-yl)ethynyl)-N-((tetrahydrofuran-2-yl)methyl)-[2,4'-bipyrimidin]-2'-amine N1N=CC2=CC(=CC=C12)C#CC1=NC(=NC=C1)C1=NC(=NC=C1)NCC1OCCC1